C1(CCC1)[C@@H]1[C@@H](C=2C=CC(=CC2CC1)O)C1=CC=C(C=C1)N1CCC(CC1)C(OC)OC cis-6-cyclobutyl-5-(4-(4-(dimethoxymethyl)piperidin-1-yl)phenyl)-5,6,7,8-tetrahydronaphthalen-2-ol